N1(N=CC=C1)CC1=CC(=C(C#N)C(=C1)O)F 4-((1H-pyrazol-1-yl)methyl)-2-fluoro-6-hydroxybenzonitrile